3-(5-(8-hydroxyoctan-1-yn-1-yl)benzofuran-3-yl)piperidine-2,6-dione OCCCCCCC#CC=1C=CC2=C(C(=CO2)C2C(NC(CC2)=O)=O)C1